FC(C1=CC=C(S1)C(=O)NCC1=C(C=CC2=C1N(C=N2)C)OCC)F 5-(difluoromethyl)-N-((6-ethoxy-1-methyl-1H-benzimidazol-7-yl)methyl)thiophene-2-carboxamide